[N-](S(=O)(=O)C(F)(F)F)S(=O)(=O)C(F)(F)F.C[N+](CCCCCCCC)(CCCCCCCC)CCCCCCCC methyltrioctylammonium bis(trifluoromethanesulfonyl)imide salt